C(CCC)C(CO)CCCCCCCCCC 2-Butyl-dodecanol